FC1(C[C@@H](CNC1)N1S(CCC1)(=O)=O)F 2-[(3S)-5,5-difluoropiperidin-3-yl]-1λ6,2-thiazolidine-1,1-dione